ClC=1C=C(CN2N=C3C4=C(CCC3=C2)OC(=C4C)C(=O)N4CCN(CC4)C4CCCCC4)C=CC1 [2-(3-chlorobenzyl)-8-methyl-4,5-dihydro-2H-furo[2,3-g]indazol-7-yl](4-cyclohexylpiperazin-1-yl)methanone